C(C=C)(=O)N1C[C@@H](CCC1)N1N=C(C=2C1=NC=NC2N)C2=CC=C(C1=C2OCO1)NC(C1=C(C=CC=C1)Cl)=O (R)-N-(7-(1-(1-acryloylpiperidin-3-yl)-4-amino-1H-pyrazolo[3,4-d]pyrimidin-3-yl)benzo[d][1,3]dioxol-4-yl)-2-chlorobenzamide